N-(15-hydroxy-5,8,11,13-eicosatetraenoyl)-gamma-aminobutyric acid OC(C=CC=CCC=CCC=CCCCC(=O)NCCCC(=O)O)CCCCC